C1(CC1)C1=C(C(=NO1)C1=NN(C2=NC=NC(=C21)N)C(C)C)C2=NC=C(C=N2)C2CCNCC2 3-(5-cyclopropyl-4-(5-(piperidin-4-yl)pyrimidin-2-yl)isoxazol-3-yl)-1-isopropyl-1H-pyrazolo[3,4-d]pyrimidin-4-amine